C(C1=CC=CC=C1)S(=O)[O-].[Na+] sodium toluenesulfinate